N1=CC(=CC=C1)C1=CC(=CC=C1)C1=CC(=CC(=C1)C=1C=C(C=CC1)C=1C=NC=CC1)C=1C=C(C=CC1)C=1C=NC=CC1 1,3,5-tris[(3-pyridinyl)-benzene-3-yl]Benzene